3-(4-(methoxycarbonyl)phenyl)-1-(3-phenylpropyl)cyclopentane-1-carboxylic acid COC(=O)C1=CC=C(C=C1)C1CC(CC1)(C(=O)O)CCCC1=CC=CC=C1